NCCCOC1=C2C=CC(NC2=C(C=C1)N1N=C(NC1=O)[C@@H]1CN(CCC1)CCC1CCCCC1)=O (s)-5-(3-aminopropoxy)-8-(3-(1-(2-cyclohexylethyl)piperidin-3-yl)-5-oxo-4,5-dihydro-1H-1,2,4-triazol-1-yl)quinolin-2(1H)-one